7-bromo-1-isobutyl-2H-benzo[d][1,3]oxazine-2,4(1H)-dione BrC=1C=CC2=C(N(C(OC2=O)=O)CC(C)C)C1